[N+](=O)([O-])C1=CC=C(OP(=O)(OC2=CC=CC=C2)N[C@@H](C)C(=O)OCCCCCCCCCCCCCCCCCC)C=C1 Octadecyl ((4-nitrophenoxy)(phenoxy)phosphoryl)-L-alaninate